5-bromo-4-(4-fluoro-2,6-dimethylphenoxy)thiophene-2-carboxylic acid methyl ester COC(=O)C=1SC(=C(C1)OC1=C(C=C(C=C1C)F)C)Br